N-(4-(1H-pyrazol-4-yl)phenyl)-2-(2-(thiazol-2-yl)-1H-indol-6-yl)furo[3,2-d]pyrimidin-4-amine N1N=CC(=C1)C1=CC=C(C=C1)NC=1C2=C(N=C(N1)C1=CC=C3C=C(NC3=C1)C=1SC=CN1)C=CO2